4-(4-(2,5-Diazabicyclo[2.2.2]octan-2-yl)-8-fluoro-2-(((2R,7aS)-2-fluorotetrahydro-1H-pyrrolizin-7a(5H)-yl-2-d)methoxy)pyrido[4,3-d]pyrimidin-7-yl)-5-ethyl-6-fluoronaphthalen-2-ol C12N(CC(NC1)CC2)C=2C1=C(N=C(N2)OC[C@]23CCCN3C[C@](C2)([2H])F)C(=C(N=C1)C1=CC(=CC2=CC=C(C(=C12)CC)F)O)F